OC(=O)C(F)(F)F.FC(C1=CC2=C(S1)C=CC=C2NC2CCC(CC2)N)(F)F (1S,4S)-N1-(2-(trifluoromethyl)benzo[b]thiophen-4-yl)cyclohexane-1,4-diamine TFA salt